NN1C(C2=CC=CC=C2C2(C1)CCC2)=O amino-2',3'-dihydro-1'H-spiro[cyclobutane-1,4'-isoquinoline]-1'-one